N-(5,6-dimethyl-3-pyridyl)-2-oxo-2-(2-phenyl-1-piperidyl)acetamide CC=1C=C(C=NC1C)NC(C(N1C(CCCC1)C1=CC=CC=C1)=O)=O